O=C1N(C(C=C1)=O)CCNC(CCCCCCCCCCC(=O)OC(C)(C)C)=O tert-butyl 12-((2-(2,5-dioxo-2,5-dihydro-1H-pyrrol-1-yl)ethyl)amino)-12-oxododecanoate